1-Cyclopropyl-5-methyl-1H-pyrazole-4-carboxylic acid C1(CC1)N1N=CC(=C1C)C(=O)O